FC1=C(CN2C(C=CC3=C2N=C(N=C3)NC(C)C3=CC=C(C=C3)CN3CCC(CC3)(F)F)=O)C(=CC=C1)F 8-(2,6-Difluorobenzyl)-2-[(1-{4-[(4,4-difluoropiperidin-1-yl)methyl]phenyl}ethyl)amino]pyrido[2,3-d]pyrimidin-7(8H)-on